FC1=C(C=C2C=CN(C(C2=C1)=O)CCC[C@H](C)NC=1C=NNC(C1C(F)(F)F)=O)C=1N=CC(=NC1)C#N (S)-5-(7-fluoro-1-oxo-2-(4-((6-oxo-5-(trifluoromethyl)-1,6-dihydropyridazin-4-yl)amino)pentyl)-1,2-dihydroisoquinolin-6-yl)pyrazine-2-carbonitrile